6-fluoro-1-isoindolinone FC1=CC=C2CNC(C2=C1)=O